FC1(OC(OC1(F)F)(C(F)(F)F)C(=O)F)C(F)(F)F perfluoro(2-formyl-2,4-dimethyl-1,3-dioxolane)